benzyl N-[[(1R,3S)-3-[[5-(6-oxopyridazin-1-yl)-2-pyridyl]amino] cyclopentyl]methyl]carbamate O=C1C=CC=NN1C=1C=CC(=NC1)N[C@@H]1C[C@@H](CC1)CNC(OCC1=CC=CC=C1)=O